4-(2-carboxy-2-methylpropyl)-3-fluorooctahydropyrrolo[3,2-b]pyrrol-1-ium trifluoroacetate salt FC(C(=O)[O-])(F)F.C(=O)(O)C(CN1CCC2[NH2+]CC(C21)F)(C)C